C(C(=C)C)(=O)OC1C(C=C(C=C1)Cl)(Cl)OC(C)=O 2-acetoxy-(2,4-dichlorophenyl) methacrylate